O\N=C/C1=CC(=C(C(=O)OC)C=C1)C methyl (Z)-4-((hydroxyimino)methyl)-2-methylbenzoate